NCCC[Si](OCCOC)(OCCOC)OCCOC gamma-aminopropyl-tris(2-methoxyethoxy)silane